2-bromo-5-[[1-(trifluoromethyl)cyclopropyl]methoxy]pyrazine BrC1=NC=C(N=C1)OCC1(CC1)C(F)(F)F